BrC1=C(C=CC=C1)C1=NC(=CC(=N1)C1=CC=CC=C1)C1=CC=CC=C1 2-(2-bromophenyl)-4,6-diphenylpyrimidine